C(C#CC)(=O)N[C@@H]1CC(CC1)C1=C2C(=C(NC2=C(C=C1F)C(=O)N)C)C 4-((3S)-3-(but-2-ynamido)cyclopentyl)-5-fluoro-2,3-dimethyl-1H-indole-7-carboxamide